C(CCCC)C1=C(C(=C(C=C1)[B])CCCCC)CCCCC tripentylphenyl-boron